lead-silver-antimony [Sb].[Ag].[Pb]